tert-butyl (R)-(4-(1-hydroxypropan-2-yl)piperidin-1-yl)carbamate OC[C@H](C)C1CCN(CC1)NC(OC(C)(C)C)=O